tert-butyl {3-[3-chloro-10-[3-(tetrahydro-2H-pyran-2-yloxy)propyl]-11-oxo-10,11-dihydro-5H-dibenzo[b,e][1,4]diazepin-5-yl]propyl} imidodicarbonate C(=O)(OC(C)(C)C)NC(=O)OCCCN1C2=C(N(C(C3=C1C=C(C=C3)Cl)=O)CCCOC3OCCCC3)C=CC=C2